5-((5-chlorothien-2-yl)methyl)pyridin-2-amine ClC1=CC=C(S1)CC=1C=CC(=NC1)N